OC(CC(=O)O)CCCCCCCCCCCCCCCCC 3-Hydroxy-icosanoic acid